ethyl-(2-methylpentyl)amine C(C)NCC(CCC)C